C1(CCC2C3C(CC(C12)C3)CO)CO octahydro-4,7-methano-1H-indene-1,5-dimethanol